N[C@@H]1[C@@H](OCC12CCN(CC2)C=2C(=NC(=CN2)SC2=CC(=NC1=C2OC[C@H]2N1CCC2)N)CO)C (3-((3S,4S)-4-amino-3-methyl-2-oxa-8-azaspiro[4.5]dec-8-yl)-6-(((S)-2-amino-6a,7,8,9-tetrahydro-6H-pyrido[3,2-b]pyrrolo[1,2-d][1,4]oxazin-4-yl)thio)pyrazin-2-yl)methanol